FC1(CCC2=C1N=C(N=C2C=2C=C(C=CC2)[C@@H]2NS(CC2)(=O)=O)N2[C@H]([C@@H](C2)O)C)F (R)-3-(3-(7,7-difluoro-2-((2S,3R)-3-hydroxy-2-methylazetidin-1-yl)-6,7-dihydro-5H-cyclopenta[d]pyrimidin-4-yl)phenyl)isothiazolidine 1,1-dioxide